NC(C(=O)O)CC1=CSC=C1 2-amino-3-(thiophen-3-yl)propanoic acid